ClC1=CC=C(C=N1)CN1N=C2N([C@@H](CCC2)C(=O)N2CC(CC2)(F)F)C1=O (5S)-2-[(6-Chloropyridin-3-yl)methyl]-5-[(3,3-difluoropyrrolidin-1-yl)carbonyl]-5,6,7,8-tetrahydro[1,2,4]triazolo[4,3-a]pyridin-3(2H)-one